CN1C(C2(CCOCC2)C2=C3C(=NC=C21)NC(=C3C3=CC=CC=C3)C3=CC=C(C=C3)CN3CCC(CC3)S(=O)(=O)C)=O 6-methyl-2-(4-((4-(methylsulfonyl)piperidin-1-yl)methyl)phenyl)-1-phenyl-2',3,3',5',6,6'-hexahydro-7H-spiro[dipyrrolo[2,3-b:3',2'-d]pyridine-8,4'-pyran]-7-one